CC=1C=C(C=CC1)C=1C=C2C=CNC2=CC1 5-(3-methylphenyl)indole